FC1(CC(C1)NC(=O)C1(CCC2=CC=CC=C12)N(C(CN1C(=NC(=C1)C1=NC=CC=N1)C)=O)C1=CC(=CC=C1)F)F (3,3-difluorocyclobutyl)-1-(N-(3-fluorophenyl)-2-(2-methyl-4-(pyrimidin-2-yl)-1H-imidazol-1-yl)acetamido)-2,3-dihydro-1H-inden-1-ylcarboxamide